3,6,9,12-tetraoxapentadecanoic acid C(COCCOCCOCCOCCC)(=O)O